2-methyl-N-(3-(trifluoromethoxy)benzylidene)propane-2-sulfinamide CC(C)(C)S(=O)N=CC1=CC(=CC=C1)OC(F)(F)F